spiro[benzo[c]fluorene-7,9-fluorene] C1=CC=CC=2C3=CC=CC=C3C3(C12)C=1C=CC=CC1C=1C2=C(C=CC13)C=CC=C2